BrC=1C=C(C=C(C1)COC1=CC(=CC=C1)CO[Si](C)(C)C(C)(C)C)CO (3-bromo-5-((3-((tert-butyl(dimethyl)silyl)oxymethyl)phenoxy)methyl)phenyl)methanol